N=1SN=C2C1C=CC(=C2)N(C(C#C)=O)C(C(=O)NCC2=CC=CC=C2)C2=CC=CC=C2 N-(Benzo[c][1,2,5]thiadiazol-5-yl)-N-(2-(benzylamino)-2-oxo-1-phenylethyl)-propiolamide